2-bromo-2,2-difluoro-N-(2',3',4',6,6'-pentafluoro-4-hydroxy-[1,1'-biphenyl]-3-yl)acetamide BrC(C(=O)NC=1C=C(C(=CC1O)F)C1=C(C(=C(C=C1F)F)F)F)(F)F